CC1=C(C=CC=C1)NCCNC1=C(C=CC=C1)C 1,2-bis(2-methyl-phenyl)aminoethane